C1=CC=CC=2C3=CC=CC=C3C(C12)COC(=O)N[C@H](C(=O)OCC=C)CI allyl (R)-2-((((9H-fluoren-9-yl)methoxy) carbonyl)amino)-3-iodopropanoate